C(C1=CC=CC=C1)N1CCC2(CC1)C(C1=CC(=C(C=C1C2)OC)Cl)=O benzyl-6-chloro-5-methoxy-1,3-dihydrospiro[indene-2,4'-piperidin]-1-one